OC=1C(=C(C(=CC1)C)NC(=O)C1=CN=C(S1)NC1=NN(C=C1C)C=1C=NC=C(C1)C(F)(F)F)C N-(3-hydroxy-2,6-dimethyl-phenyl)-2-[[4-methyl-1-[5-(trifluoromethyl)-3-pyridyl]pyrazol-3-yl]amino]thiazole-5-carboxamide